3-(Morpholin-4-yl)propan-1-ol N1(CCOCC1)CCCO